2-morpholino(morpholino)-4,6-dimercapto-s-triazine O1CCN(CC1)C1N(C(=NC(=N1)S)S)N1CCOCC1